CC1=C(C=CC(=C1)C)OC 2,4-Dimethylanisole